tert-butyl (R)-3-piperidylcarbamate N1C[C@@H](CCC1)NC(OC(C)(C)C)=O